C(CCCCCCCCCCCCCCCCC)(=O)CC(C[N+](C)(C)C)C(CCCCCCCCCCCCCCCCC)=O 1,2-distearoyl-3-trimethylammonio-propane